2-bromo-5-(2-chloropyridin-4-yloxy)-4-(naphthalen-2-yl)thiazole BrC=1SC(=C(N1)C1=CC2=CC=CC=C2C=C1)OC1=CC(=NC=C1)Cl